4,4'-bis(iodomethyl)biphenyl ICC1=CC=C(C=C1)C1=CC=C(C=C1)CI